C(C)N1N=CC(=C1)C=1C=C(C(=NC1)C=1SC=2N=C(SC2N1)N(C1CCNCC1)C)O 5-(1-Ethyl-1H-pyrazol-4-yl)-2-{5-[methyl(piperidin-4-yl)amino][1,3]thiazolo[5,4-d][1,3]thiazol-2-yl}pyridin-3-ol